ClCCCN1C(CCC1)=O 1-(3-chloropropyl)pyrrolidin-2-one